BrC1=C2CCN(C(C2=CC(=C1)CN1C(=NC(=C1)C)C)=O)C(C)C1=NC=C(C#N)C(=C1)OCC 6-(1-(5-bromo-7-({2,4-dimethyl-1H-imidazol-1-yl}methyl)-1-oxo-3,4-dihydroisoquinolin-2(1H)-yl)ethyl)-4-ethoxynicotinonitrile